4-(piperidin-4-ylmethyl)piperazine N1CCC(CC1)CN1CCNCC1